5-chloro-1-fluoro-2-iodo-3-methoxybenzene ClC=1C=C(C(=C(C1)F)I)OC